CNC1=NC(=NC=C1)NC1=CC(=CC=C1)OCCCN1CCCC1 N4-methyl-N2-(3-(3-(pyrrolidin-1-yl)propoxy)phenyl)pyrimidine-2,4-diamine